ClC=1C(N(C=CC1Cl)C1=CC=C(C=C1)N1N=CC(=C1C(F)(F)F)C(=O)NCCC)=O 1-(4-(3,4-dichloro-2-oxopyridin-1(2H)-yl)phenyl)-N-propyl-5-(trifluoromethyl)-1H-pyrazole-4-carboxamide